cis-2-((5-fluoro-2-(2-methoxy-7-methylquinoxalin-5-yl)benzo[d]thiazol-6-yl)oxy)cyclobutanol FC=1C(=CC2=C(N=C(S2)C2=C3N=CC(=NC3=CC(=C2)C)OC)C1)O[C@@H]1[C@@H](CC1)O